CN1CC=CC(=C1)N1CCN(CC1)CC=1C=NC=2C(=C(C(NC2C1)=O)C(F)(F)F)C N-methyl-5-(4-((8-methyl-6-oxo-7-(trifluoromethyl)-5,6-dihydro-1,5-naphthyridin-3-yl)methyl)piperazin-1-yl)pyridine